1,2-Ethan-diamin C(CN)N